FC1(CC(C1)NC1=NC(=NC=C1C(F)(F)F)NC1=C2C=NN(C2=CC=C1)CC#N)F 2-(4-((4-((3,3-difluorocyclobutyl)amino)-5-(trifluoromethyl)pyrimidin-2-yl)amino)-1H-indazol-1-yl)acetonitrile